ClC1=NC(=C(C(=N1)OC(=O)N1C2(CNCC1CC2)C)C(=O)OC)C 2-chloro-5-(methoxycarbonyl)-6-methylpyrimidin-4-yl-1-methyl-3,8-diazabicyclo[3.2.1]octane-8-carboxylate